COC(CNC(=O)C1=NC(=CN=C1O)C1=C(C=CC=C1)F)=O (6-(2-fluorophenyl)-3-hydroxypyrazine-2-carbonyl)glycine methyl ester